O1C(NCCC1)=O 3,4,5,6-tetrahydro-1,3-oxazine-2-one